ClC=1C=C2C=C(C(NC2=CC1F)=O)C(C)NC1=CC=C(N(C1=O)C)C#N 5-{[1-(6-Chloro-7-fluoro-2-oxo-1,2-dihydrochinolin-3-yl)ethyl]amino}-1-methyl-6-oxo-1,6-dihydropyridin-2-carbonitril